C(C)OC1=CC=C(C=C1)NC=1SC=C(N1)C1=C(N=C2N1C=CC=C2)C N-(4-ethoxyphenyl)-4-(2-methylimidazo[1,2-A]pyridine-3-yl)thiazole-2-amine